C(C)(C)C=1C(=NNC1C=1C=C(C=2N(C1)N=CN2)C)C=2SC=1CN(CCC1N2)C2COC2 2-(4-isopropyl-5-(8-methyl-[1,2,4]triazolo[1,5-a]pyridin-6-yl)-1H-pyrazol-3-yl)-5-(oxetan-3-yl)-4,5,6,7-tetrahydrothiazolo[5,4-c]pyridine